C(C)(=O)OC(COC)C propylen glycol monomethyl ether acetate